N1[C@@H]2[C@H](C[C@H]1C(=O)O)CCC2 (2S,3aS,6aS)-Octahydrocyclopenta[b]pyrrole-2-carboxylic Acid